(3aR,5S,6S,6aR)-6-(benzyloxy)-5-((benzyloxy)methyl)-5-((R)-2,2-dimethyl-1,3-dioxolan-4-yl)-2,2-dimethyltetrahydrofuro[2,3-d][1,3]dioxole C(C1=CC=CC=C1)O[C@@H]1[C@@](O[C@@H]2OC(O[C@@H]21)(C)C)([C@@H]2OC(OC2)(C)C)COCC2=CC=CC=C2